BrC1=C(C=NN1)C1=CC=C2C(N(C=NC2=C1)[C@H](C)C=1C=C(C(=O)NC)C=CC1)=O (R)-3-(1-(7-(5-Bromo-1H-pyrazol-4-yl)-4-oxoquinazolin-3(4H)-yl)ethyl)-N-methylbenzamide